3-[4-(1-methyl-1H-indazole-5-sulfonyl)phenyl]-1-(pyridin-3-ylmethyl)urea CN1N=CC2=CC(=CC=C12)S(=O)(=O)C1=CC=C(C=C1)NC(NCC=1C=NC=CC1)=O